N1=C(C=CC=C1)C=1N=NC(=NN1)C1=NC=CC=C1 3,6-Bis(2-pyridinyl)-1,2,4,5-tetrazine